2-methyl-5-({[4-(methylsulfonyl)benzyl] amino} carbonyl)-6-oxo-1-[3-(trifluoromethyl) phenyl]-1,6-dihydropyridin-3-yl acetate C(C)(=O)OC1=C(N(C(C(=C1)C(=O)NCC1=CC=C(C=C1)S(=O)(=O)C)=O)C1=CC(=CC=C1)C(F)(F)F)C